CN1N=C(C=C1C1=NC2=C(N1C)C=CC=C2)N 1-methyl-5-(1-methylbenzimidazol-2-yl)pyrazol-3-amine